NC1=C(C=C(C=N1)C1=CC=C(CC2CCC(N2CC2COC2)=O)C=C1)C1=C(C=C(C=C1)N)F 5-(4-(6-amino-5-(4-amino-2-fluorophenyl)pyridin-3-yl)benzyl)-1-(oxetan-3-ylmethyl)pyrrolidin-2-one